5-bromo-2-((4-methoxybenzyl)thio)thiazole BrC1=CN=C(S1)SCC1=CC=C(C=C1)OC